[2-(difluoromethyl)-3-fluoro-4-methoxy-phenyl]-1-methyl-imidazole-2-carboxamide FC(C1=C(C=CC(=C1F)OC)C=1N=C(N(C1)C)C(=O)N)F